N-(8-cyclopentyl-7H-purin-6-yl)-2-(3-fluoro-5-(pyridazin-4-yl)phenyl)acetamide C1(CCCC1)C1=NC2=NC=NC(=C2N1)NC(CC1=CC(=CC(=C1)C1=CN=NC=C1)F)=O